Palladium (II) 6-chloro-8-methylpyrido[5,4-d]pyrimidin-4-amine ClC=1N=C(C=2N=CN=C(C2C1)N)C.[Pd+2]